di(p-tert-butylphenyl)iodonium hexafluoroantimonate F[Sb-](F)(F)(F)(F)F.C(C)(C)(C)C1=CC=C(C=C1)[I+]C1=CC=C(C=C1)C(C)(C)C